C(CCCC#C)N hex-5-yn-1-amine